C(=O)(O)C=CN[C@H](C)C(=O)O N-carboxyvinyl-R-alanine